azadodecan-12-yl bis(2-thienylmethyl)carbamate S1C(=CC=C1)CN(C(OCCCCCCCCCCCN)=O)CC=1SC=CC1